[1-[4-[methyl(tetra-hydropyran-4-yl)amino]-5-oxido-6,7-dihydro-thieno[3,2-d]pyrimidin-5-ium-2-yl]azetidin-3-yl] 3-acetylbenzoate C(C)(=O)C=1C=C(C(=O)OC2CN(C2)C=2N=C(C3=C(N2)CC[S+]3[O-])N(C3CCOCC3)C)C=CC1